FCC1CN(C1)CCC1=NN(C(C(=C1)C)=O)[C@H](C(=O)NCCC(=O)O)CC(C)C 3-((S)-2-(3-(2-(3-(fluoromethyl)azetidin-1-yl)ethyl)-5-methyl-6-oxopyridazine-1(6H)-yl)-4-methylpentanamido)propionic acid